Methyl-12-((2-(4-(N-(2-(dinonylamino)ethyl)-N-nonylglycyl)piperazin-1-yl)-2-oxoethyl)(tetradecyl)amino)dodecanoate COC(CCCCCCCCCCCN(CCCCCCCCCCCCCC)CC(=O)N1CCN(CC1)C(CN(CCCCCCCCC)CCN(CCCCCCCCC)CCCCCCCCC)=O)=O